tert-Butyl ((S)-(7-((R)-cyclopropyl(4,4,4-trifluorobutanamido)methyl)imidazo[1,2-b]pyridazin-2-yl)(4,4-difluorocyclohexyl)methyl)carbamate C1(CC1)[C@H](C1=CC=2N(N=C1)C=C(N2)[C@H](C2CCC(CC2)(F)F)NC(OC(C)(C)C)=O)NC(CCC(F)(F)F)=O